BrC=1N=C(C(N(C1)[C@H](C(=O)OC)CC(C)C)=O)C(C)C methyl (S)-2-(5-bromo-3-isopropyl-2-oxopyrazin-1(2H)-yl)-4-methylpentanoate